N-[(4-{8-oxa-3-azabicyclo[3.2.1]octane-3-sulfonyl}phenyl)methyl]-1H-pyrrolo[3,2-c]pyridine-2-carboxamide C12CN(CC(CC1)O2)S(=O)(=O)C2=CC=C(C=C2)CNC(=O)C2=CC=1C=NC=CC1N2